ethyl (S)-3-amino-3-(3'-fluorobiphenyl-3-yl)propanoate N[C@@H](CC(=O)OCC)C=1C=C(C=CC1)C1=CC(=CC=C1)F